C1(=CC(=CC=C1)C[C@@H]1N(CC2(CC2)[C@@H]1NS(=O)(=O)C)C([C@@H](C)C#N)=O)C1=CC=CC=C1 N-((6S,7S)-6-([1,1'-biphenyl]-3-ylmethyl)-5-((S)-2-cyanopropanoyl)-5-azaspiro[2.4]heptan-7-yl)methanesulfonamide